5,6,7,8-tetrahydro-1,6-naphthyridin-6-yl-propionic acid N1=CC=CC=2CN(CCC12)C(C(=O)O)C